Cl.C12(OCC(C1)C2)CN2C(=NC1=C2C=C(C=C1)C(=O)OC)CCl Methyl 1-((2-oxabicyclo[2.1.1]hexane-1-yl) methyl)-2-(chloromethyl)-1H-benzo[d]imidazole-6-carboxylate hydrochloride